OC(CCCCCCCCC(=O)O)CCC(CCCCCCCCC)O 10,13-Dihydroxydocosanoic acid